C(C)OC(C(C(CNC(=O)OC(C)(C)C)(C)C)C)=O.COC1=C(C=NC=C1)C(=O)NCC1=CC=C(C=C1)B1OC(C(O1)(C)C)(C)C 4-methoxy-N-[[4-(4,4,5,5-tetramethyl-1,3,2-dioxaborolan-2-yl)phenyl]methyl]pyridine-3-carboxamide ethyl-4-((tert-butoxycarbonyl)amino)-2,3,3-trimethylbutanoate